C(C)(C)(C)C=1C(C(=CC(C1)(C)O)C(C)(C)C)=O 2,6-di(t-butyl)-4-hydroxy-4-methyl-2,5-cyclohexadien-1-one